(6-Fluoro-1H-indol-3-yl)(4-(1-hydroxypropyl)thiazol-2-yl)methanone FC1=CC=C2C(=CNC2=C1)C(=O)C=1SC=C(N1)C(CC)O